6-[3-chloro-4-(2-hydroxybutoxy)-5-methylphenyl]-5-methyl-4,5-dihydro-2H-pyridazin-3-one ClC=1C=C(C=C(C1OCC(CC)O)C)C=1C(CC(NN1)=O)C